perfluorophenyl 3-((tert-butoxycarbonyl)amino)-2-(2,5-dioxo-2,5-dihydro-1H-pyrrol-1-yl)propanoate C(C)(C)(C)OC(=O)NCC(C(=O)OC1=C(C(=C(C(=C1F)F)F)F)F)N1C(C=CC1=O)=O